butyl 2-methyl-3-(4-(trifluoromethyl)phenyl)-2,6-dihydropyrrolo[3,4-c]pyrazole-5(4H)-carboxylate CN1N=C2C(=C1C1=CC=C(C=C1)C(F)(F)F)CN(C2)C(=O)OCCCC